C=C1CC(OCC1)C(=O)OCC ethyl 4-methylenetetrahydro-2H-pyran-2-carboxylate